1-(4-(2,6-dioxopiperidin-3-yl)-2-fluorophenyl)piperidine-4-carbaldehyde O=C1NC(CCC1C1=CC(=C(C=C1)N1CCC(CC1)C=O)F)=O